N-[4-(carbamothioylamino)phenyl]-3-methoxy-propanamide C(N)(=S)NC1=CC=C(C=C1)NC(CCOC)=O